2-(4-chlorophenyl)-N-(1-(3-((1-(2,6-dioxopiperidin-3-yl)-2,5-dioxo-2,5-dihydro-1H-pyrrol-3-yl)amino)phenyl)ethyl)-2,2-difluoroacetamide ClC1=CC=C(C=C1)C(C(=O)NC(C)C1=CC(=CC=C1)NC=1C(N(C(C1)=O)C1C(NC(CC1)=O)=O)=O)(F)F